β-Ethyl-4-methyltryptophan C(C)C([C@H](N)C(=O)O)C1=CNC2=CC=CC(=C12)C